C(C1=CC=CC=C1)N1N=NC(=C1C1=NC2=CC(=CN=C2C=C1)C=1C=NNC1)C1=NC(=CC=C1)C 2-[3-benzyl-5-(6-methyl-2-pyridyl)triazol-4-yl]-7-(1H-pyrazol-4-yl)-1,5-naphthyridine